C(C)(=O)NC=1C=C(C=CC1C(NC=1SC(=C(N1)C)[N+](=O)[O-])=O)NC(C(=O)O)CCCCCCC ((3-acetamido-4-((4-methyl-5-nitrothiazol-2-yl)carbamoyl)phenyl)amino)nonanoic acid